NC1=NC=NN2C1=C(C=C2[C@@H]2CC[C@@H](CC2)C#N)C2=C(C=C(C=C2)NC(=O)C=2C(N(C=CC2)C2=CC=C(C=C2)F)=O)F N-{4-[4-Amino-7-(cis-4-cyanocyclohexyl)pyrrolo[2,1-f][1,2,4]triazin-5-yl]-3-fluorophenyl}-1-(4-fluorophenyl)-2-oxo-1,2-dihydropyridine-3-carboxamide